FC(C=1C(=C(C=CC1)[C@@H](C)\N=C/1\C2=C(N(C(=N1)C)C)C=NC(=C2)C=2CCN(CC2)S(=O)(=O)C)F)F (R,Z)-N-(1-(3-(difluoromethyl)-2-fluorophenyl)ethyl)-1,2-dimethyl-6-(1-(methylsulfonyl)-1,2,3,6-tetrahydropyridin-4-yl)pyrido[3,4-d]pyrimidin-4(1H)-imine